2-[4-{5-chloro-2-[1-(difluoromethyl)-1H-pyrazol-4-yl]phenyl}-5-methoxy-2-oxopyridin-1(2H)-yl]-4-methoxy-N-(2-methyl-2H-indazol-5-yl)butanamide ClC=1C=CC(=C(C1)C1=CC(N(C=C1OC)C(C(=O)NC1=CC2=CN(N=C2C=C1)C)CCOC)=O)C=1C=NN(C1)C(F)F